BrC1=C(C=C(C=C1)[C@@H]1[C@H]([C@@H](CCC1)C(NC1=C(C=C(C=C1)C(F)(F)F)F)=O)C(=O)OC)F |r| rac-methyl (1R,2S,6R)-2-(4-bromo-3-fluorophenyl)-6-((2-fluoro-4-(trifluoromethyl)phenyl)carbamoyl)cyclohexane-1-carboxylate